The molecule is conjugate base of 5-phospho-beta-D-ribosylamine. It has a role as a human metabolite and a Saccharomyces cerevisiae metabolite. It is a conjugate base of a 5-phospho-beta-D-ribosylamine. C([C@@H]1[C@H]([C@H]([C@@H](O1)[NH3+])O)O)OP(=O)([O-])[O-]